acryloyloxy butyl terephthalate C(C1=CC=C(C(=O)OCCCC)C=C1)(=O)OOC(C=C)=O